FC1=C(C=C2C=C(N=CC2=C1)NC(O[C@@]12CNCC2C1)=O)C1=C(C2=C(OCCN2)N=C1)C (S)-3-Azabicyclo[3.1.0]hexan-1-yl (7-fluoro-6-(8-methyl-2,3-dihydro-1H-pyrido[2,3-b][1,4]oxazin-7-yl)isoquinolin-3-yl)carbamate